3-endo-(8-{2-[(4,4-difluorocyclohexylmethyl)-((S)-4-dimethylamino-2-hydroxybutyryl)amino]ethyl}-8-azabicyclo[3.2.1]oct-3-yl)-benzamide bisTFA salt OC(=O)C(F)(F)F.OC(=O)C(F)(F)F.FC1(CCC(CC1)CN(CCN1C2CC(CC1CC2)C=2C=C(C(=O)N)C=CC2)C([C@H](CCN(C)C)O)=O)F